N-((4-chloro-3(s)-methyl-pyrazole-1-yl)methyl)formamide ClC=1C(=NN(C1)CNC=O)C